(2S)-2-(9H-fluoren-9-ylmethoxycarbonylamino)-3-(3-fluorophenyl)propionic acid C1=CC=CC=2C3=CC=CC=C3C(C12)COC(=O)N[C@H](C(=O)O)CC1=CC(=CC=C1)F